ClC=1C=C(C(=NC1)N1CCC(CC1)C(=O)NCC1=C(C(=C(C=C1)C(F)(F)F)C=1NC(C=C(N1)C(F)(F)F)=O)F)F 1-(5-chloro-3-fluoropyridin-2-yl)-N-{2-fluoro-3-[6-oxo-4-(trifluoromethyl)-1,6-dihydropyrimidine-2-yl]-4-(trifluoromethyl)benzyl}piperidine-4-carboxamide